1,1-dioxo-3,4,5,6-tetrahydro-2H-1,2,6-benzothiadiazocin-9-amine O=S1(NCCCNC2=C1C=C(C=C2)N)=O